(S)-3-(1'-benzyl-5-chloro-6-oxo-6,8-dihydro-2H,7H-spiro[furo[2,3-e]isoindole-3,4'-piperidin]-7-yl)piperidine C(C1=CC=CC=C1)N1CCC2(CC1)COC1=C3CN(C(C3=C(C=C12)Cl)=O)[C@@H]1CNCCC1